OC[C@@H](COC(C)C)NC(OCC1=CC=CC=C1)=O benzyl N-[(1S)-1-(hydroxymethyl)-2-isopropoxy-ethyl]carbamate